ClC1=CC(=C(N=N1)C(NC([2H])([2H])[2H])=O)NC=1C=C(C(=O)OC(C)C)C=C(C1OC)C1=NN(N=C1)C Isopropyl 3-((6-chloro-3-((methyl-d3)carbamoyl)pyridazin-4-yl)amino)-4-methoxy-5-(2-methyl-2H-1,2,3-triazol-4-yl)benzoate